5-(((3s,4r)-4-hydroxytetrahydrofuran-3-yl)amino)-3-methyl-8-(4-(trifluoromethoxy)phenyl)pyrido[4,3-d]pyrimidin-4(3H)-one O[C@@H]1[C@H](COC1)NC1=NC=C(C=2N=CN(C(C21)=O)C)C2=CC=C(C=C2)OC(F)(F)F